1-phenylcyclobutane-1-carboxylic acid C1(=CC=CC=C1)C1(CCC1)C(=O)O